C(C)C1(OC=2C=C(C=CC2C=2N=C(SC21)NS(=O)(=O)C=2C(=NC=NC2OC)OC)C(F)(F)F)CC N-(4,4-diethyl-7-(trifluoromethyl)-4H-chromeno[4,3-d]thiazol-2-yl)-4,6-dimethoxypyrimidine-5-sulfonamide